OC(C)(C)C=1C=C(C=CC1)C=1C2=C(C(N(C1)C)=O)NC(=C2)C(=O)NCC2=CC=C(C(=O)O)C=C2 4-((4-(3-(2-hydroxypropan-2-yl)phenyl)-6-methyl-7-oxo-6,7-dihydro-1H-pyrrolo[2,3-c]pyridine-2-carboxamido)methyl)benzoic acid